tert-butyl (E)-(4-(N-(2-(4-cyano-2-fluorophenyl)acetyl)-N'-hydroxycarbamimidoyl)phenyl)carbamate C(#N)C1=CC(=C(C=C1)CC(=O)N/C(=N/O)/C1=CC=C(C=C1)NC(OC(C)(C)C)=O)F